N1=CC=C(C=C1)CCNC1=CC=CC(=N1)S(=O)(=O)NC(=O)C=1C(=NC=CC1)N1C(CC(C1)C)(C)C N-[[6-[2-(4-Pyridyl)ethylamino]-2-pyridyl]sulfonyl]-2-(2,2,4-trimethylpyrrolidin-1-yl)pyridin-3-carboxamid